ClC=1C=C2C3=C(N(C2=C(C1)C=1C=NN2C1C=CC=C2)CC(F)(F)F)C=NC=C3 6-Chloro-8-pyrazolo[1,5-a]pyridin-3-yl-9-(2,2,2-trifluoro-ethyl)-9H-pyrido[3,4-b]indole